6-oxo-4-(p-tolyl)-1,6-dihydropyridine-3-carboxamide O=C1C=C(C(=CN1)C(=O)N)C1=CC=C(C=C1)C